ethyl 4-amino-1-(2-methoxy-4-(methoxycarbonyl) benzyl)-3-methyl-1H-pyrazole-5-carboxylate NC=1C(=NN(C1C(=O)OCC)CC1=C(C=C(C=C1)C(=O)OC)OC)C